C(C1=CC=CC=C1)O[C@@H]1C(CO[C@@H]([C@@H]1OCC1=CC=CC=C1)CO)C(=O)NC (4R,5R,6R)-4,5-bis(benzyloxy)-6-(hydroxymethyl)-N-methyloxacyclohexane-3-carboxamide